N-formyl-piperazine C(=O)N1CCNCC1